CC(C)N1CCC(CC1)N1CCN(CCC1)C1=NC(=CC=C1)C1=CC=2C=NC=CC2N1 1-[1-(Propan-2-yl)piperidin-4-yl]-4-(6-{1H-pyrrolo[3,2-c]pyridine-2-yl}pyridine-2-yl)-1,4-diazepane